1-propylmethylimidazolium triflate [O-]S(=O)(=O)C(F)(F)F.C(CC)CN1C=[NH+]C=C1